4-{[(tert-butyldimethylsilyl)oxy]methyl}-1H-pyrazole [Si](C)(C)(C(C)(C)C)OCC=1C=NNC1